ClCC(=O)N1CC(CCCC1)(C)O 2-chloro-1-(3-hydroxy-3-methylazepan-1-yl)ethanone